C(N)(=O)C1(CC(=NC2=C1N=CN=C2N[C@@H]2CNCCC2)C2=CC=C(C=C2)CN2CC1CCC(C2)O1)C(=O)N 8-carbamoyl-6-(4-[8-oxa-3-azabicyclo[3.2.1]oct-3-ylmethyl]phenyl)-4-[(3S)-piperidin-3-ylamino]pyrido[3,2-d]pyrimidine-8-carboxamide